OC(C)C=CC1=CC=CC=C1 α-hydroxyethylstyrene